(1R,2S)-7-fluoro-1-hydroxy-2,3-dihydro-1H-inden FC=1C=CC=C2CC[C@H](C12)O